dithiobis(4-isothiocyanatobenzene) N(=C=S)C1=CC=C(C=C1)SSC1=CC=C(C=C1)N=C=S